[4-(2-fluoropyrimidin-4-yl)piperazine-1-carbonyl]-6-methyl-N-(1-methylcyclopropyl)furo[2,3-d]pyrimidin-4-amine FC1=NC=CC(=N1)N1CCN(CC1)C(=O)C=1N=C(C2=C(N1)OC(=C2)C)NC2(CC2)C